sodium 2,2-dihydroxymethylbutyrate OCC(C(=O)[O-])(CC)CO.[Na+]